FC([C@@H](C1=CC=C(C=C1)F)NS(=O)(=O)C=1C=CC=2N(N1)C=NN2)(F)F (R)-N-(2,2,2-trifluoro-1-(4-fluorophenyl)ethyl)-[1,2,4]triazolo[4,3-b]pyridazine-6-sulfonamide